(Z)-ethyl 2-amino-2-[3-[tert-butyl(dimethyl)silyl]oxy-5-(cyclopropylmethyl)-2-oxopyrrolidin-1-yl]imino-acetate N\C(\C(=O)OCC)=N/N1C(C(CC1CC1CC1)O[Si](C)(C)C(C)(C)C)=O